NC1=NC2=CC=C(C=C2C=C1C)C(=O)N(CC1=NC=C(C=C1)C(F)(F)F)CC(F)(F)F 2-amino-3-methyl-N-(2,2,2-trifluoroethyl)-N-((5-(trifluoromethyl)-2-pyridinyl)methyl)-6-quinolinecarboxamide